2-methyl-5-(4,4,5,5-tetramethyl-1,3,2-dioxaborolan-2-yl)indazole-3-amine CN1N=C2C=CC(=CC2=C1N)B1OC(C(O1)(C)C)(C)C